BrC=1C=C(C(=C2C=NSC21)N)I 7-bromo-5-iodo-1,2-benzothiazol-4-amine